C(C)(C)OC=1C=C(C=CC1)N1C(N(C=2C1=NC=C(C2)C(=O)NC2(CS(C2)(=O)=O)C)C(C)C)=O 3-(3-isopropoxyphenyl)-1-isopropyl-N-(3-methyl-1,1-dioxo-thietan-3-yl)-2-oxo-imidazo[4,5-b]pyridine-6-carboxamide